ClC1=NC(=C(C(=N1)NC1C(C2CCC1CC2)C(=O)OC)F)Cl (+/-)-trans-methyl 3-((2,6-dichloro-5-fluoropyrimidin-4-yl) amino)bicyclo[2.2.2]octane-2-carboxylate